1-Bromo-4-((2,2-difluoroethoxy)methyl)-2-(methoxymethoxy)benzene BrC1=C(C=C(C=C1)COCC(F)F)OCOC